1-[5-fluoro-2-(3-methoxy-4-piperazin-1-yl-phenylamino)-pyrimidin-4-yl]-1H-indole-3-carboxamide FC=1C(=NC(=NC1)NC1=CC(=C(C=C1)N1CCNCC1)OC)N1C=C(C2=CC=CC=C12)C(=O)N